CNC(CN(CCC)CC1=NC2=CC=C(C=C2C(N1)=O)C)=O N-methyl-2-(((6-methyl-4-oxo-3,4-dihydroquinazolin-2-yl)methyl)(propyl)amino)acetamide